2-bromo-6,7-dihydro-4H-thieno[3,2-c]pyran BrC1=CC=2COCCC2S1